BrC1=CC=2N=C(N=C(C2N=C1)N[C@@](CO)(CCCC)C)Cl (R)-2-((7-bromo-2-chloropyrido[3,2-d]pyrimidin-4-yl)amino)-2-methylhexan-1-ol